((2R,3S,4R,5R)-5-(4-Aminopyrrolo[2,1-f][1,2,4]triazin-7-yl)-5-cyano-3,4-dihydroxytetrahydrofuran-2-yl) methylcyclohexanecarboxylate phosphate P(=O)(O)(O)O.CC1(CCCCC1)C(=O)O[C@H]1O[C@@]([C@@H]([C@@H]1O)O)(C#N)C1=CC=C2C(=NC=NN21)N